(E)-N-(tert-butyl)-2-chloro-5-(2-ethoxyethenyl)isonicotinamide C(C)(C)(C)NC(C1=CC(=NC=C1\C=C\OCC)Cl)=O